C[Co](C)(C)(C)(C)(C)(C)C octamethylcobalt